CN1CCC(CC1)CCCN1N=CC=C1C(=O)OC methyl 1-(3-(1-methylpiperidin-4-yl) propyl)-1H-pyrazole-5-carboxylate